N1C[C@@H](CCCC1)C1=NC=2C(=NC=CC2C2CCN(CC2)C(=O)C2=CC=C(C=C2)OC(F)(F)F)N1 |r| (rac)-[4-[2-(azepan-3-yl)-3H-imidazo[4,5-b]pyridin-7-yl]-1-piperidyl]-[4-(trifluoromethoxy)phenyl]methanone